3-((2-amino-3-chloropyridin-4-yl)thio)-6-(1-imino-5-methoxy-1,3-dihydrospiro[indene-2,4'-piperidin]-1'-yl)pyrazin-2-amine NC1=NC=CC(=C1Cl)SC=1C(=NC(=CN1)N1CCC2(CC1)C(C1=CC=C(C=C1C2)OC)=N)N